C(C)OC=1C=2N(C=CC1C=1C=NNC1)N=C(N2)N[C@@H]2[C@@H](CN(CC2)S(=O)(=O)CCN2C[C@@H](CC2)O)C (R)-1-(2-(((3R,4S)-4-((8-ethoxy-7-(1H-pyrazol-4-yl)-[1,2,4]triazolo[1,5-a]pyridin-2-yl)amino)-3-methylpiperidin-1-yl)sulfonyl)ethyl)pyrrolidin-3-ol